NC1=NC=C(N=C1C(C1=C(C(=C(C(=C1[2H])[2H])[2H])[2H])[2H])([2H])[2H])Br 2-amino-3-(1,1-dideutero-1-(2,3,4,5,6-pentadeuterophenyl)methyl)-5-bromo-pyrazine